COC(C(C1CCCCCCC1)NC(=O)OC(C)(C)C)=O 2-(tert-Butoxycarbonylamino)-2-(cyclooctyl)acetic acid methyl ester